(1-(3,4-dimethyl-2-(p-tolyl)-2H-pyrazolo[3,4-d]pyridazin-7-yl)piperidin-4-yl)(2,7-diazaspiro[3.5]nonan-7-yl)methanone CC=1N(N=C2C(=NN=C(C21)C)N2CCC(CC2)C(=O)N2CCC1(CNC1)CC2)C2=CC=C(C=C2)C